3-(trifluoromethyl)cyclohexanecarboxaldehyde FC(C1CC(CCC1)C=O)(F)F